(((2-(1-(1-methylcyclobutane-1-carbonyl)piperidin-4-yl)oxazol-5-yl)methyl)amino)isoindoline-1,3-dione CC1(CCC1)C(=O)N1CCC(CC1)C=1OC(=CN1)CNN1C(C2=CC=CC=C2C1=O)=O